(1R,4R,7R)-2-{2-[1-(Cyclopropylmethyl)-1H-pyrrolo[2,3-b]pyridin-2-yl]-7-methoxy-1-methyl-1H-1,3-benzodiazole-5-carbonyl}-N-methyl-2-azabicyclo[2.2.1]heptan-7-amine C1(CC1)CN1C(=CC=2C1=NC=CC2)C2=NC1=C(N2C)C(=CC(=C1)C(=O)N1[C@@H]2CC[C@H](C1)[C@H]2NC)OC